2-tolyloxyethane tert-butyl-N-methyl-N-{2-[(3E)-2-oxopyrrolidin-3-ylidene]ethyl}carbamate C(C)(C)(C)OC(N(C/C=C\1/C(NCC1)=O)C)=O.C1(=C(C=CC=C1)OCC)C